3,4-bis(trideuteriomethoxy)cyclobut-3-ene-1,2-dione [2H]C(OC=1C(C(C1OC([2H])([2H])[2H])=O)=O)([2H])[2H]